ClC1=C(C=CC=C1)C1=CC(=C(C=C1)N1C[C@H](CC1)OC1=NC=CC=C1C)CCO (S)-2-(2'-chloro-4-(3-(3-methylpyridin-2-yloxy)pyrrolidin-1-yl)biphenyl-3-yl)ethanol